FC(C(=O)[O-])(F)F.C(CCCCC)[Si+](C)C hexyl-dimethyl-silicon trifluoroacetate